1-((1-acetyl-4-hydroxypyrrolidin-3-yl)methyl)-3-(5-chloro-4-(5,5-dimethyl-5,6-dihydro-4H-pyrrolo[1,2-b]pyrazol-3-yl)pyridin-2-yl)urea C(C)(=O)N1CC(C(C1)O)CNC(=O)NC1=NC=C(C(=C1)C1=C2N(N=C1)CC(C2)(C)C)Cl